benzyl-dimethyl-phenyl-ammonium trichloroacetate ClC(C(=O)[O-])(Cl)Cl.C(C1=CC=CC=C1)[N+](C1=CC=CC=C1)(C)C